O1CC(=CC=C1)C(=O)[O-] pyran-3-carboxylate